Diethyl (acetylamino)[2-methoxy-6-(methoxycarbonyl)benzyl]propanedioate C(C)(=O)NC(C(=O)OCC)(C(=O)OCC)CC1=C(C=CC=C1C(=O)OC)OC